methyl (E)-3-(1,4-dimethylbenzotriazol-5-yl)prop-2-enoate CN1N=NC2=C1C=CC(=C2C)/C=C/C(=O)OC